C(CC\C=C/CCCCC)C(CN(C(CCN(C)C)=O)C(CCCCC=CC(=O)OCCCCCCCCCC)CCCCCCCCCC)CCC\C=C/CCCCC Decyl 8-(N-((Z)-2-((Z)-dec-4-en-1-yl)dodec-6-en-1-yl)-3-(dimethylamino)propanamido)-octadecenoate